N-(5-Chloro-3-methyl-1H-pyrazol-4-yl)-5-fluoro-4-(3-((S*)-1-hydroxyethyl)-4-methyl-1H-pyrazol-1-yl)-2-(((S)-1,1,1-trifluoropropan-2-yl)oxy)benzamide ClC1=C(C(=NN1)C)NC(C1=C(C=C(C(=C1)F)N1N=C(C(=C1)C)[C@H](C)O)O[C@H](C(F)(F)F)C)=O |o1:22|